C(C=C)(=O)NCCP(O)(O)=O 2-acrylamido-ethyl-phosphonic acid